isopropoxyimidazo[1,2-a]pyrazine-6-carboxylate C(C)(C)OC=1N=C2N(C=C(N=C2)C(=O)[O-])C1